COC1=NC(=CC(=N1)C(=O)NC1CCC(CC1)NC1=CC(=NC2=CC=C(C=C12)Cl)C(F)(F)F)OC 2,6-dimethoxy-N-[(1s,4s)-4-{[6-chloro-2-(trifluoromethyl)quinolin-4-yl]amino}cyclohexyl]pyrimidine-4-carboxamide